C(C)(C)(C)N(C(OC(C)(C)C)=O)S(=O)(=O)C1=NC=CC(=C1)NC(=O)C1=C(C(=NN1CC1(CC1)OC)C(C)(F)F)C tert-butyl tert-butyl((4-(3-(1,1-difluoroethyl)-1-((1-methoxycyclopropyl)methyl)-4-methyl-1H-pyrazole-5-carboxamido)pyridin-2-yl)sulfonyl)carbamate